(1-bromonaphthalen-2-yl)-N,N'-dicyclohexylphosphoric diamide BrC1=C(C=CC2=CC=CC=C12)N(P(NC1CCCCC1)(O)=O)C1CCCCC1